N1(CCCN(CCCN(CCC1)CC1=C(C(=CC(=C1)C)CN)O)CC1=C(C(=CC(=C1)C)CN)O)CC1=C(C(=CC(=C1)C)CN)O 2,2',2''-[1,5,9-triazacyclododecane-1,5,9-triyltris(methylene)]tris[6-(aminomethyl)-4-methylphenol]